ClC1=C(C=CC=C1)NC(=S)NC1=CC=C(C=C1)N1C2=C(NC(CC1=O)=O)C1=CC=CC=C1C=C2 1-(2-chlorophenyl)-3-[4-(2,4-dioxo-1,2,3,4-tetrahydronaphtho[1,2-b][1,4]diazepine-5-yl)phenyl]thiourea